2-[1-(4-chloro-2-fluoro-3-hydroxybenzyl)-3,5-diphenyl-1H-pyrazol-4-yl]Ethane ClC1=C(C(=C(CN2N=C(C(=C2C2=CC=CC=C2)CC)C2=CC=CC=C2)C=C1)F)O